(±)-(4R,5R)-4-(6-bromopyridin-2-yl)-5-phenyloxazolidin-2-one BrC1=CC=CC(=N1)[C@H]1NC(O[C@@H]1C1=CC=CC=C1)=O |r|